diethyl (4-((2-(methoxy-d3)-9H-carbazol-9-yl)methyl)benzyl)phosphonate C(OC1=CC=2N(C3=CC=CC=C3C2C=C1)CC1=CC=C(CP(OCC)(OCC)=O)C=C1)([2H])([2H])[2H]